tert-butyl (3R)-3-[(6-chloropyridazin-3-yl)amino]piperidine-1-carboxylate ClC1=CC=C(N=N1)N[C@H]1CN(CCC1)C(=O)OC(C)(C)C